N1=C(C=CC=C1C=1C2=C(SC1C1=CC(=CC(=C1O)C(C)(C)C)C)C=CC=C2)C=2C1=C(SC2C2=CC(=CC(=C2O)C(C)(C)C)C)C=CC=C1 6,6'-(pyridine-2,6-diylbis(benzo[b]thiophene-3,2-diyl))bis(2-(tert-butyl)-4-methylphenol)